2-(4-methyl-phenyl)-N-((5-(2,6-dioxopiperidin-3-yl)-4-oxo-5,6-dihydro-4H-thieno[3,4-c]pyrrol-1-yl)methyl)-2-oxoacetamide CC1=CC=C(C=C1)C(C(=O)NCC=1SC=C2C1CN(C2=O)C2C(NC(CC2)=O)=O)=O